C1CCC2=C(C=3CCCC3C=C12)NC(=O)N=[S@@](=O)(N)C=1OC(=C(C1)C(C)(C)O)C |r| (S)- and (R)-N'-(1,2,3,5,6,7-hexahydro-s-indacen-4-ylcarbamoyl)-4-(2-hydroxypropan-2-yl)-5-methylfuran-2-sulfonimidamide